tert-Butyl (S)-3-(4-chloro-3-fluorophenyl)-2-((diphenylmethylene)amino)propanoate ClC1=C(C=C(C=C1)C[C@@H](C(=O)OC(C)(C)C)N=C(C1=CC=CC=C1)C1=CC=CC=C1)F